CC1=C(C(=O)O)C(=CC=C1S(=O)(=O)C)C 2,6-dimethyl-3-methylsulfonylbenzoic acid